lithium tetrakis[3-[2,2,2-trifluoro-1-(2,2,2-trifluoroethoxy)-1-(trifluoromethyl)ethyl]-5-(trifluoromethyl)phenyl]borate FC(C(C(F)(F)F)(OCC(F)(F)F)C=1C=C(C=C(C1)C(F)(F)F)[B-](C1=CC(=CC(=C1)C(F)(F)F)C(C(F)(F)F)(OCC(F)(F)F)C(F)(F)F)(C1=CC(=CC(=C1)C(F)(F)F)C(C(F)(F)F)(OCC(F)(F)F)C(F)(F)F)C1=CC(=CC(=C1)C(F)(F)F)C(C(F)(F)F)(OCC(F)(F)F)C(F)(F)F)(F)F.[Li+]